FC(COCCOC)(F)F 1,1,1-trifluoro-2-(2-methoxyethoxy)ethane